ClC=1C=C2N=C3CCCCC3=C(C2=CC1)NCCCC=1C(=NN(C1O)C1=NC=CC=C1)C(=O)N (3-((6-chloro-1,2,3,4-tetrahydroacridin-9-yl)amino)propyl)-5-hydroxy-1-pyridin-2-yl-1H-pyrazole-3-carboxamide